(7-bromo-[1,2,4]triazolo[1,5-a]pyridin-2-yl)carbamic acid tert-butyl ester C(C)(C)(C)OC(NC1=NN2C(C=C(C=C2)Br)=N1)=O